ethyl (S)-2-((tert-butoxycarbonyl) amino)-5-cyclopropyl-5-oxopentanoate C(C)(C)(C)OC(=O)N[C@H](C(=O)OCC)CCC(=O)C1CC1